N[Sn]N Diaminotin